4-(2-ethylbut-1-en-1-yl)morpholine C(C)C(=CN1CCOCC1)CC